N-(2-((tert-butyldimethylsilyl)oxy)ethyl)cyclopropanamine [Si](C)(C)(C(C)(C)C)OCCNC1CC1